CC1(CC2CCC(C1)N2C(=O)OCC2=CC=CC=C2)C(=O)OC 8-Benzyl 3-methyl 3-methyl-8-azabicyclo[3.2.1]octane-3,8-dicarboxylate